C1(=CC=C(C=C1)S(=O)(=O)NC([O-])=O)C N-(p-tolylsulfonyl)carbamate